rac-tert-butyl [(4-isopropyl-2,5-dioxoimidazolidin-4-yl)methyl]carbamate C(C)(C)[C@@]1(NC(NC1=O)=O)CNC(OC(C)(C)C)=O |r|